ClC1=NC(=C(C(=C1C#N)CC)C#N)N1CC(C1)O 2-chloro-4-ethyl-6-(3-hydroxyazetidin-1-yl)pyridine-3,5-dicarbonitrile